5-(2-(6-((7R)-7-amino-2-azabicyclo[2.2.1]heptane-2-carbonyl)-4-methoxy-3-methylbenzo-[b]thiophen-2-yl)-1-(cyclopropylmethyl)-1H-pyrrolo[2,3-b]pyridin-6-yl)isoindolin-1-one N[C@H]1C2N(CC1CC2)C(=O)C=2C=C(C1=C(SC(=C1C)C1=CC=3C(=NC(=CC3)C=3C=C4CNC(C4=CC3)=O)N1CC1CC1)C2)OC